BrC=1C=NN2C1CN(CC2)CC 3-bromo-5-ethyl-6,7-dihydro-4H-pyrazolo[1,5-a]pyrazine